The molecule is a steroid sulfate that is testosterone substituted by a sulfoxy group at position 17. It has a role as a human urinary metabolite. It is an androstanoid, a steroid sulfate and a 3-oxo-Delta(4) steroid. C[C@]12CC[C@H]3[C@H]([C@@H]1CC[C@@H]2OS(=O)(=O)O)CCC4=CC(=O)CC[C@]34C